tert-butyl 4-(6-bromoquinolin-2-yl)piperazine-1-carboxylate BrC=1C=C2C=CC(=NC2=CC1)N1CCN(CC1)C(=O)OC(C)(C)C